tetrakis(ethylmethylamino)titanium (IV) C(C)N(C)[Ti](N(CC)C)(N(CC)C)N(CC)C